S1C2=C(C=C1)C=CC(=C2)N2C[C@@H](CC2)C(=O)N[C@@H]([C@H](O)C2=CC=C(C=C2)OC2CC2)CN2CCCC2 (R)-1-(benzo[b]thiophen-6-yl)-N-((1R,2R)-1-(4-cyclopropoxyphenyl)-1-hydroxy-3-(pyrrolidin-1-yl)propan-2-yl)pyrrolidine-3-carboxamide